p-heptylbenzyl mercaptan C(CCCCCC)C1=CC=C(CS)C=C1